C(C)(C)(C)OC(N(CCCCC=O)C(=O)OC(C)(C)C)=O (tert-Butoxycarbonyl)(5-oxopentyl)carbamic acid tert-butyl ester